7-((3,5-Difluoro-4-((5-(trifluoromethyl)pyridin-3-yl)oxy)benzyl)oxy)-11,11a-dihydro-1H-pyrazino[1',2':3,4]imidazo[1,2-c]pyrimidine-3,9(2H,4H)-dione FC=1C=C(COC=2C=C3N(C(N2)=O)CC2N3CC(NC2)=O)C=C(C1OC=1C=NC=C(C1)C(F)(F)F)F